S(=O)(=O)(O)O.NC=1C=C(C=CC1)OB(O)O.NC=1C=C(C=CC1)OB(O)O 3-aminophenylboric acid hemisulphate